C(C=C)SCC(=O)C1=C(C=C(C=C1)F)F 2-allylthio-1-(2,4-difluorophenyl)ethan-1-one